C(C=CC=CC=CCCCCCCCCCCCCC)(=O)O 8Z,11Z,14E-eicosatrienoic acid